(3-benzofuranyl)-alanine O1C=C(C2=C1C=CC=C2)N[C@@H](C)C(=O)O